3-(2-(pyrrolidin-1-yl)ethoxy)benzaldehyde N1(CCCC1)CCOC=1C=C(C=O)C=CC1